COC1=CC=C(C2=CC=CC=C12)C1=NOC(=N1)C1=CC2=C(N(N=N2)C(C)C)C=C1 5-[3-(4-methoxynaphthalen-1-yl)-1,2,4-oxadiazol-5-yl]-1-(propan-2-yl)-1H-1,2,3-benzotriazole